2-(1-(pyrrol-1-yl)cyclopropyl)methoxyPyridine N1(C=CC=C1)C1(CC1)COC1=NC=CC=C1